((2S,4S)-1-acryloyl-4-(4-(3-(dimethylamino)-3-methylazetidin-1-yl)-6-fluoro-7-(4-fluorophenyl)-8-methyl-1H-imidazo[4,5-c]quinolin-1-yl)piperidin-2-yl)acetonitrile C(C=C)(=O)N1[C@@H](C[C@H](CC1)N1C=NC=2C(=NC=3C(=C(C(=CC3C21)C)C2=CC=C(C=C2)F)F)N2CC(C2)(C)N(C)C)CC#N